C(C)S(=O)(=O)O.C(C)S(=O)(=O)O ethanesulfonic acid ethanesulfonate